ClC1=NC=C2C(=N1)N(N=C2)[C@@H]2CC[C@H](CC2)CO[Si](C(C)C)(C(C)C)C(C)C trans-[4-(6-chloropyrazolo[3,4-d]pyrimidin-1-yl)cyclohexyl]methoxy-triisopropyl-silane